ClC=1C(=NC=CN1)C(C)NCC1=CC(=C(C=C1)OC)OC 1-(3-chloropyrazin-2-yl)-N-[(3,4-dimethoxyphenyl)methyl]ethanamine